methyl 5-(6-methyl-1H-pyrrolo[2,3-b]pyridin-5-yl)-1H-pyrrole-2-carboxylate CC1=C(C=C2C(=N1)NC=C2)C2=CC=C(N2)C(=O)OC